N-(3-Chloro-2-methylphenyl)-2-[(4-chloro-phenyl)[4-[methyl(methylsulfonyl)amino]phenyl]methylene]-hydrazinecarboxamide ClC=1C(=C(C=CC1)NC(=O)NN=C(C1=CC=C(C=C1)N(S(=O)(=O)C)C)C1=CC=C(C=C1)Cl)C